COC(=O)C1=CC2=C(N(C(=N2)C2=CC=3C(=NC=CC3)N2CCCCC2=C(C=CC=C2)Br)CC2CNC(C2)=O)C(=C1)OC 2-(1-(4-(2-bromophenyl)butyl)-1H-pyrrolo[2,3-b]pyridin-2-yl)-7-methoxy-1-((5-oxopyrrolidin-3-yl)methyl)-1H-benzo[d]imidazole-5-carboxylic acid methyl ester